BrC=1C(=CC2=C(NC=N2)C1)C(F)(F)F 6-bromo-5-(trifluoromethyl)-1H-benzimidazole